CN1CCN(CCN(CC1)C)CCN1CCN(CCN(CC1)C)C 1,2-bis(4,7-dimethyl-1,4,7-triazacyclononan-1-yl)-ethane